NC1=NC=CC2=C1C(=NN2[C@H]2C[C@@H](N(C2)C(C=C)=O)COC)I 1-[(2R,4S)-4-[4-amino-3-iodopyrazolo[4,3-c]pyridin-1-yl]-2-(methoxymethyl)pyrrolidin-1-yl]prop-2-en-1-one